methyl 2,3-diamino-4-bromobenzoate NC1=C(C(=O)OC)C=CC(=C1N)Br